4-nitrophenyl 5-(difluoro(hydroxy(phenoxy)phosphoryl)methyl)benzo[b]thiophene-2-carboxylate FC(C1=CC2=C(SC(=C2)C(=O)OC2=CC=C(C=C2)[N+](=O)[O-])C=C1)(P(=O)(OC1=CC=CC=C1)O)F